Taurate sodium [Na+].NCCS(=O)(=O)[O-]